(1-methyl-6-((5-(3-(4-(trifluoromethyl)phenyl)-1,2,4-oxadiazol-5-yl)pyrazin-2-yl)oxy)-1H-indol-2-yl)(4-(3-methylbenzyl)piperazin-1-yl)methanone CN1C(=CC2=CC=C(C=C12)OC1=NC=C(N=C1)C1=NC(=NO1)C1=CC=C(C=C1)C(F)(F)F)C(=O)N1CCN(CC1)CC1=CC(=CC=C1)C